C(C)S(=O)(=O)N=C1CC(=CN=C1C1=NC2=C(N=NC(=C2)C(F)(F)F)N1C)C1(CC1)C(=O)N 1-[5-(ethylsulfonylimino)-6-[7-methyl-3-(trifluoromethyl)imidazo[4,5-c]pyridazin-6-yl]-3-pyridinyl]cyclopropanecarboxamide